N[C@H](C(=O)O)C(C1=CC=C(C=C1)OCC1=C(C=CC=C1)[N+](=O)[O-])F (2R)-2-amino-3-fluoro-3-(4-((2-nitrobenzyl)oxy)phenyl)propanoic acid